F[C@@H]1C[C@H](N(C1)C(CN1N=C(C2=CC(=CC=C12)C=1C=NC(=NC1)C)[C@@H](C)O)=O)C(=O)O (2S,4R)-4-fluoro-1-(2-(3-((R)-1-hydroxyethyl)-5-(2-methylpyrimidin-5-yl)-1H-indazol-1-yl)acetyl)pyrrolidine-2-carboxylic acid